(RS)-2-(tert-butyl)-N-cyclopropyl-6-methoxy-7-(3-methoxypropoxy)chroman-4-imine C(C)(C)(C)[C@@H]1OC2=CC(=C(C=C2C(C1)=NC1CC1)OC)OCCCOC |r|